(Z)-3-((tert-butylamino)methylene)-2-(2-hydroxy-5-methoxyphenyl)chroman-4-one C(C)(C)(C)N\C=C/1\C(OC2=CC=CC=C2C1=O)C1=C(C=CC(=C1)OC)O